CC1(CCN(CC1)C(=O)OC(C)(C)C)N1C(N(C2=NC(=NC=C2C1)SC)C)=O tert-butyl 4-methyl-4-(1-methyl-7-methylsulfanyl-2-oxo-4H-pyrimido[4,5-d]pyrimidin-3-yl)piperidine-1-carboxylate